C(C)(C)C1CC(CCC1)OC(CO)CO 2-(3-isopropylcyclohexyloxy)-1,3-propanediol